CC1=C(N)C=CC=C1C1=CC=CC=C1 2-Methyl-3-phenylaniline